5-((1-(cyclopropanecarbonyl)piperidin-4-yl)methoxy)-2-(isoindolin-2-ylmethyl)-4H-pyran-4-one C1(CC1)C(=O)N1CCC(CC1)COC=1C(C=C(OC1)CN1CC2=CC=CC=C2C1)=O